C(C1=CC=CC=C1)OC(=O)N1[C@H]2[C@@H](C[C@@H](C1)C2)O (1R,4S,6R)-6-hydroxy-2-azabicyclo[2.2.1]heptane-2-carboxylic acid benzyl ester